NCC1=NNC(C2=CC=C(C=C12)C1=CN=CN1)=O 4-(aminomethyl)-6-(1H-imidazol-5-yl)phthalazin-1(2H)-one